2-methyl-5-(6-methylpyridin-2-yl)-1,3-thiazole-4-carboxylic acid ethyl ester C(C)OC(=O)C=1N=C(SC1C1=NC(=CC=C1)C)C